BrC=1C=C(C=C(C1)F)CC(=O)O 2-(3-bromo-5-fluoro-phenyl)acetic acid